6-(3-aminofurfurylamino)-9-β-D-arabinofuranosylpurine NC1=C(CNC2=C3N=CN(C3=NC=N2)[C@H]2[C@@H](O)[C@H](O)[C@H](O2)CO)OC=C1